1-O-hexadecyl-2-(8Z,11Z,14Z-eicosatrienoyl)-sn-glycero-3-phosphocholine C(CCCCCCCCCCCCCCC)OC[C@@H](OC(C=CC=CC=CCCCCCCCCCCCCC)=O)COP(=O)([O-])OCC[N+](C)(C)C